perfluoro(8-cyano-5-methyl-3,6-dioxaoct-1-ene) FC(=C(OC(C(OC(C(C#N)(F)F)(F)F)(C(F)(F)F)F)(F)F)F)F